6-(4-(4-((dimethylamino)methyl)-3,3-difluoropyrrolidin-1-yl)-5,6-difluoro-8-(methylamino)-9H-pyrido[2,3-b]indol-3-yl)-1-methyl-4-oxo-1,4-dihydro-1,8-naphthyridine-3-carboxylic acid CN(C)CC1C(CN(C1)C1=C(C=NC=2NC3=C(C=C(C(=C3C21)F)F)NC)C=2C=C1C(C(=CN(C1=NC2)C)C(=O)O)=O)(F)F